FCC(CO)O fluoro-2,3-propanediol